Allyl (S)-(2-(6-(((tert-butyldimethylsilyl)oxy)methyl)-5-azaspiro[2.4]heptane-5-carbonyl)-4-cyclopropoxy-5-((triisopropylsilyl)oxy)phenyl)carbamate [Si](C)(C)(C(C)(C)C)OC[C@H]1N(CC2(CC2)C1)C(=O)C1=C(C=C(C(=C1)OC1CC1)O[Si](C(C)C)(C(C)C)C(C)C)NC(OCC=C)=O